4-(benzyloxy)-6-((pyridine-2-ylmethyl)amino)pyrazolo[1,5-a]pyridine-3-carbonitrile C(C1=CC=CC=C1)OC=1C=2N(C=C(C1)NCC1=NC=CC=C1)N=CC2C#N